CC12CCC3(C(C2CCC2C4(CCCC(C4CCC12C)(C)C)C)C(CC3)C3(CC3)C)C(=O)O 5a,5b,8,8,11a-pentamethyl-1-(1-methylcyclopropyl)icosahydro-3aH-cyclopenta[a]chrysene-3a-carboxylic acid